magnesium (II) bis(trifluoromethanesulfonyl)imide salt [N-](S(=O)(=O)C(F)(F)F)S(=O)(=O)C(F)(F)F.[Mg+2].[N-](S(=O)(=O)C(F)(F)F)S(=O)(=O)C(F)(F)F